NC1=C(C=C(C=C1)C1=CC=CC=C1)CC(=O)NC 2-(4-amino-[1,1'-biphenyl]-3-yl)-N-methylacetamide